1-butyl-6-chloro-3-(2-(5,5-dimethyl-2,4-dioxo-3-((2-(trimethylsilyl)ethoxy)methyl)imidazolidin-1-yl)spiro[3.5]nonan-7-yl)pyrimidine-2,4(1H,3H)-dione C(CCC)N1C(N(C(C=C1Cl)=O)C1CCC2(CC(C2)N2C(N(C(C2(C)C)=O)COCC[Si](C)(C)C)=O)CC1)=O